2-thienyl-thiophene S1C(=CC=C1)C=1SC=CC1